NC1=NC=NN2C1=C(C=C2C=2C=C(C(=NC2)OC)C(=O)N[C@@H]2CN(C[C@@H]2F)C2C(CCC2)(C)C)C(F)(F)F 5-[4-amino-5-(trifluoromethyl)-pyrrolo[2,1-f][1,2,4]triazin-7-yl]-N-[(3R,4S)-1-(2,2-dimethylcyclopentyl)-4-fluoro-pyrrolidin-3-yl]-2-methoxy-pyridine-3-carboxamide